C(C)(C)N(C(C)C)C(C)C Triisopropyl-amine